2-(4-Carbamoylphenoxy)-2-methylpropanoic acid ethyl ester C(C)OC(C(C)(C)OC1=CC=C(C=C1)C(N)=O)=O